OCCC1CN(C1)C(=O)OC(C)(C)C tert-Butyl 3-(2-hydroxyethyl)azetidine-1-carboxylate